S1(CC(CCC1)=O)(=O)=O dihydro-2H-thiopyran-3(4H)-one-1,1-dioxide